Tert-butyl 6-(2-(4-(9-benzyl-6-(1-methylcyclopropoxy)-9H-purin-8-yl)-3-chlorophenoxy)ethyl)-3,6-diazabicyclo[3.1.1]heptane-3-carboxylate C(C1=CC=CC=C1)N1C2=NC=NC(=C2N=C1C1=C(C=C(OCCN2C3CN(CC2C3)C(=O)OC(C)(C)C)C=C1)Cl)OC1(CC1)C